ClC1=C(OC(=CC(=O)OC(C)(C)C)C)C=CC=C1 tert-Butyl 3-(2-chlorophenoxy)-2-butenoate